ClC=1C=CC=C2C=CC=C(C12)C1CC=2N=C(N=C(C2CO1)N1C[C@@H](N(CC1)C(=O)OC(C)(C)C)CC#N)SC tert-butyl (2S)-4-(7-(8-chloronaphthalen-1-yl)-2-(methylthio)-7,8-dihydro-5H-pyrano[4,3-d]pyrimidin-4-yl)-2-(cyanomethyl)piperazine-1-carboxylate